3-(2-(8-oxa-3-azabicyclo[3.2.1]octane-3-carbonyl)-9-(trifluoromethyl)-1,2,3,4-tetrahydro-[1,4]diazepino[6,7,1-hi]indol-7-yl)-4-(imidazo[1,2-a]pyridin-3-yl)-1H-pyrrole C12CN(CC(CC1)O2)C(=O)N2CCN1C=C(C3=CC(=CC(=C13)C2)C(F)(F)F)C2=CNC=C2C2=CN=C1N2C=CC=C1